ClC=1C=C(OCC(=O)NC2CCC(CC2)N2N=C3C(N=C(C=C3)OC)=C2)C=CC1Cl 2-(3,4-dichlorophenoxy)-N-[(1r,4r)-4-(5-methoxy-2H-pyrazolo[4,3-b]pyridin-2-yl)cyclohexyl]acetamide